4-(2-(2-aminopyridin-3-yl)-3-(4-(piperazin-1-ylmethyl)phenyl)-3H-imidazo[4,5-b]pyridin-5-yl)-1,4-diazepan-2-one NC1=NC=CC=C1C1=NC=2C(=NC(=CC2)N2CC(NCCC2)=O)N1C1=CC=C(C=C1)CN1CCNCC1